[3,6-difluoro-5-(2-fluoroethoxy)-2-pyridinyl]-bis(p-anisoyl)amine FC=1C(=NC(=C(C1)OCCF)F)N(C(C1=CC=C(C=C1)OC)=O)C(C1=CC=C(C=C1)OC)=O